[Au].[Pd].[Ag] silver-palladium-gold